2-(2-(1-((Benzyloxy)carbonyl)piperidin-4-yl)acetamido)benzoic acid C(C1=CC=CC=C1)OC(=O)N1CCC(CC1)CC(=O)NC1=C(C(=O)O)C=CC=C1